7a-(4-bromophenyl)-N-(2-fluoroethyl)-4b,5-dihydroxy-4-methoxy-N-methyl-7-phenyl-4b,6,7,7a-tetrahydro-5H-cyclopenta[4,5]furo[2,3-c]pyridine-6-carboxamide BrC1=CC=C(C=C1)C12C(C3=C(C=NC=C3OC)O1)(C(C(C2C2=CC=CC=C2)C(=O)N(C)CCF)O)O